acrylic acid-2-(3,4-dihydroxyphenyl)decyl ester OC=1C=C(C=CC1O)C(COC(C=C)=O)CCCCCCCC